(S)-6-(trifluoromethoxy)-2-(trifluoromethyl)-2H-chromen-3-carboxylat FC(OC=1C=C2C=C([C@H](OC2=CC1)C(F)(F)F)C(=O)[O-])(F)F